C(C)(C)(C)OC(=O)N[C@@H](CC1=CN(C2=CC=CC=C12)C(=O)OC(C)(C)C)C(=O)O N-tert-butoxycarbonyl-N'-tert-butoxycarbonyl-L-tryptophan